ClC=1C=C(C=CC1F)NC(=O)N1CC=2C(CC1)=NOC2C(=O)N[C@@H](C(F)(F)F)C N5-(3-chloro-4-fluorophenyl)-N3-[(2R)-1,1,1-trifluoropropan-2-yl]-4H,5H,6H,7H-[1,2]oxazolo[4,3-c]pyridine-3,5-dicarboxamide